Adenosyl fluoride [C@@H]1([C@H](O)[C@H](O)[C@@H](CF)O1)N1C=NC=2C(N)=NC=NC12